8-(7-Chloro-1H-indol-4-yl)-7-fluoro-1,4,4-trimethyl-9-(trifluoromethyl)-5H-[1,2,4]triazolo[4,3-a]quinoxaline ClC=1C=CC(=C2C=CNC12)C1=C(C=C2NC(C=3N(C2=C1C(F)(F)F)C(=NN3)C)(C)C)F